N=1SN=C2C1C=CC=C2CN2C(NC=C2)=O 1-[(2,1,3-benzothiadiazol-4-yl)methyl]-2,3-dihydro-1H-imidazol-2-one